F[C@H]1C[C@@H](CNC1)NC=1C2=C(N=CN1)C(=CC(=N2)C2=CC=C(C=C2)OCC(C)(C)O)C(=O)N 4-(((3S,5S)-5-fluoropiperidin-3-yl)amino)-6-(4-(2-hydroxy-2-methylpropyloxy)phenyl)pyrido[3,2-d]pyrimidine-8-carboxamide